N1C=C(C2=CC=CC=C12)C1N(CCC2=CC=CC(=C12)C1=CC=CC=C1)C(=O)N (1H-indol-3-yl)-8-phenyl-3,4-dihydroisoquinoline-2(1H)-carboxamide